Tert-butyl 2-(1-(tert-butoxycarbonyl) piperidin-4-yl)-6-isopropyl-4H-pyrrolo[2,3-d]thiazole-4-carboxylate C(C)(C)(C)OC(=O)N1CCC(CC1)C=1SC2=C(N1)N(C=C2C(C)C)C(=O)OC(C)(C)C